NC=1C2=C(N=CN1)N(C1=C2C=2C(C(CC1)O)=C(ON2)C2CC2)C(CF)CF 11-amino-3-cyclopropyl-7-(1,3-difluoropropan-2-yl)-4,5,6,7-tetrahydroisoxazolo[4'',3'':6',7']cyclohepta[1',2':4,5]pyrrolo[2,3-d]pyrimidin-4-ol